5-(5-(difluoromethyl)-1-methyl-1H-pyrazol-3-yl)-3-(1-(2-(methoxymethyl)phenyl)cyclopropyl)-1,2,4-oxadiazole FC(C1=CC(=NN1C)C1=NC(=NO1)C1(CC1)C1=C(C=CC=C1)COC)F